2-(3,3-Difluoropyrrolidin-1-yl)-6-methylpyrimidine-4-carbohydrazide FC1(CN(CC1)C1=NC(=CC(=N1)C(=O)NN)C)F